C(#N)CCO[C@@](C(CO)CCCCN)(O)P(=O)N(C(C)C)C(C)C cyanoethoxydiisopropylaminophosphinyl-(R)-2-(4-aminobutyl)-1,3-propanediol